C(#N)C1=CC=C(O1)C(=O)NC1=C(C=C(C=C1)N1CCNCC1)N1CCCCC1 5-Cyano-N-(4-(piperazin-1-yl)-2-(piperidin-1-yl)phenyl)furan-2-carboxamide